FC=1C=CC=C2C=C(C=NC12)C(=O)N[C@@](CC(F)(F)F)(C)CC1=CC(=CC=C1)F 8-fluoro-N-[(1S)-3,3,3-trifluoro-1-[(3-fluorophenyl)methyl]-1-methyl-propyl]quinoline-3-carboxamide